CC=1C2=C(SC1CC(=O)O)C=CC=C2 2-(3-methylbenzo[b]thiophen-2-yl)acetic acid